NCC1=C(C(=O)NCC2=CC=C(C=C2)OCC(C)C)C=C(C=C1)F 2-(aminomethyl)-5-fluoro-N-(4-isobutoxybenzyl)benzamide